(di-sec-butylamino)silane C(C)(CC)N(C(C)CC)[SiH3]